C(CCCCCC)O n-Heptyl alcohol